8-(6''-fluoro-3,6-dihydro-2H-[1,2':3',3''-terpyridin]-4-yl)-5,6,7,8-tetrahydro-[1,2,4]triazolo[4,3-a]pyrimidine FC1=CC=C(C=N1)C=1C(=NC=CC1)N1CCC(=CC1)N1C=2N(CCC1)C=NN2